S(C#N)CC=1SC2=C(N1)C=CC=C2 2-(thiocyanomethyl)-1,3-benzothiazole